tert-Butyl (2S,6R)-4-((S)-11-chloro-6-oxo-3-(pyrimidin-2-yloxy)-10-(trifluoromethyl)-3,4-dihydro-2H,6H-[1,4]thiazepino[2,3,4-ij]quinazolin-8-yl)-2,6-dimethylpiperazine-1-carboxylate ClC1=C(C=C2C(=NC(N3C2=C1SC[C@H](C3)OC3=NC=CC=N3)=O)N3C[C@@H](N([C@@H](C3)C)C(=O)OC(C)(C)C)C)C(F)(F)F